15-chloro-21,23-difluoro-16-hydroxy-8-methyl-18,18-dioxo-11-oxa-18λ6-thia-19-azatetracyclo[18.3.1.113,17.02,7]pentacosa-1(23),2(7),3,5,13,15,17(25),20(24),21-nonaen-12-one ClC=1C=C2C(OCCC(C=3C=CC=CC3C3=C(C=C(C(NS(C(C1O)=C2)(=O)=O)=C3)F)F)C)=O